6-[5-(difluoromethoxy)pyrimidin-2-yl]-7-fluoro-2-[(4S)-4-[[6-oxo-5-(trifluoromethyl)-1H-pyridazin-4-yl]amino]pentyl]isoquinolin-1-one FC(OC=1C=NC(=NC1)C=1C=C2C=CN(C(C2=CC1F)=O)CCC[C@H](C)NC=1C=NNC(C1C(F)(F)F)=O)F